ClC=1C(=NC(=NC1)N1C[C@H]([C@@H](CC1)NC1=CC2=C(C=N1)C(=NN2C)C2C(NC(CC2)=O)=O)C)NC=2C=C1CC(N(C1=CC2)C)=O 3-(6-(((3R,4R)-1-(5-chloro-4-((1-methyl-2-oxoindolin-5-yl)amino)pyrimidin-2-yl)-3-methylpiperidin-4-yl)amino)-1-methyl-1H-pyrazolo[4,3-c]pyridin-3-yl)piperidine-2,6-dione